3-[4-amino-3-(4-phenoxyphenyl)-1H-pyrazolo[3,4-d]pyrimidine-1-yl]piperidine NC1=C2C(=NC=N1)N(N=C2C2=CC=C(C=C2)OC2=CC=CC=C2)C2CNCCC2